3-(pyridin-4-yl)5-acetyl-2,6-dimethyl-4-(thieno[2,3-b]pyridin-3-yl)-1,4-dihydropyridine-3-carboxylic acid benzyl ester C(C1=CC=CC=C1)OC(=O)C1(C(NC(=C(C1C1=CSC2=NC=CC=C21)C(C)=O)C)C)C2=CC=NC=C2